C(C1=CC=CC=C1)OC1(C2=NN=C(C3=C(C=C(C(N4S(CCC4CC=CCC1)(=O)=O)=N3)C(F)(F)F)[N+](=O)[O-])O2)C(F)(F)F 6-benzyloxy-20-nitro-6,18-bis(trifluoromethyl)-22-oxa-15λ6-thia-3,4,16,21-tetraazatetracyclo[15.3.1.12,5.012,16]docosa-1(20),2,4,9,17(21),18-hexaene 15,15-dioxide